CN(C1=CC=C(C=N1)/C=C/C=O)C (E)-3-(6-(dimethylamino)pyridin-3-yl)acrolein